2-ethylthio-3-cyano-4-(3-nitrophenyl)aminoquinoline Tert-butyl-(5R)-5-[[(R)-tert-butylsulfinyl]amino]spiro[5,7-dihydrocyclopenta[b]pyridine-6,4'-piperidine]-1'-carboxylate C(C)(C)(C)OC(=O)N1CCC2(CC1)[C@H](C=1C(=NC=CC1)C2)N[S@](=O)C(C)(C)C.C(C)SC2=NC1=CC=CC=C1C(=C2C#N)NC2=CC(=CC=C2)[N+](=O)[O-]